C(=O)[O-].[Cu+2].CC(CCCC(C)N)C.CC(CCCC(C)N)C.C(=O)[O-] bis(6-methyl-2-heptylamine) copper (II) formate